3-bromo-4-chloro-2,5-dimethylphenol BrC=1C(=C(C=C(C1Cl)C)O)C